C(C1=CC=CC=C1)C(C(C(=O)[O-])(Br)C1=CC(=C(C=C1)OCC1=CC=CC=C1)OCC1=CC=CC=C1)=O benzyl-(3,4-bis(benzyloxy) phenyl)-2-bromo-3-oxopropanoate